BrC=1C(=NC(=CC1)C(F)(F)F)C=1NC(C=C(N1)C)=O 2-[3-bromo-6-(trifluoromethyl)-2-pyridyl]-4-methyl-1H-pyrimidin-6-one